[1-[4-[methyl(tetra-hydropyran-4-yl)amino]-5-oxido-6,7-dihydro-thieno[3,2-d]pyrimidin-5-ium-2-yl]azetidin-3-yl] 2-methyloxazole-5-carboxylate CC=1OC(=CN1)C(=O)OC1CN(C1)C=1N=C(C2=C(N1)CC[S+]2[O-])N(C2CCOCC2)C